Di-phenyl-iodonium hexafluorophosphate F[P-](F)(F)(F)(F)F.C1(=CC=CC=C1)[I+]C1=CC=CC=C1